NC1=CC(=NN1C1=CC(=NC=C1)[C@H](CC=C)NC(=O)OC(C)(C)C)C(=O)OCC (S)-ethyl 5-amino-1-(2-(1-((tert-butoxycarbonyl)amino)but-3-en-1-yl)pyridin-4-yl)-1H-pyrazole-3-carboxylate